2-((4-Amino-3-(4-hydroxyphenyl)-1H-pyrazolo[3,4-d]pyrimidin-1-yl)methyl)-5-(3-(benzyloxy)prop-1-ynyl)-3-(2-chlorobenzyl)quinazolin-4(3H)-one NC1=C2C(=NC=N1)N(N=C2C2=CC=C(C=C2)O)CC2=NC1=CC=CC(=C1C(N2CC2=C(C=CC=C2)Cl)=O)C#CCOCC2=CC=CC=C2